tert-butyl 4-(5-iodo-7-tosyl-7H-pyrrolo[2,3-d]pyrimidin-4-yl)piperazine-1-carboxylate IC1=CN(C=2N=CN=C(C21)N2CCN(CC2)C(=O)OC(C)(C)C)S(=O)(=O)C2=CC=C(C)C=C2